ClC1=CC=C2N=C(C(=NC2=C1)N1C[C@H](CC1)N(C(C(C)C)=O)CC)C1=CC(=CC=C1)C#N (S)-N-(1-(7-chloro-3-(3-cyanophenyl)quinoxalin-2-yl)pyrrolidin-3-yl)-N-ethylisobutyramide